(2R)-2-({[(9H-fluoren-9-yl)methoxy]carbonyl}amino)-4-{[(4-methoxyphenyl)diphenylmethyl]sulfanyl}butanoic acid C1=CC=CC=2C3=CC=CC=C3C(C12)COC(=O)N[C@@H](C(=O)O)CCSC(C1=CC=CC=C1)(C1=CC=CC=C1)C1=CC=C(C=C1)OC